5-[(3-ACETYLPHENYL)AMINO]-5-OXOPENTANOIC ACID C(C)(=O)C=1C=C(C=CC1)NC(CCCC(=O)O)=O